C(#N)C(C(=O)OCC(F)(F)F)=C 2,2,2-trifluoroethyl 2-cyanoacrylate